p-propyl-L-tyrosine C(CC)C1(CC=C(C[C@H](N)C(=O)O)C=C1)O